[2-(4-chlorophenyl)-2-cyclopropyl-cyclobutyl] (2S)-2-[(3-hydroxy-4-methoxy-pyridine-2-carbonyl) amino]propanoate OC=1C(=NC=CC1OC)C(=O)N[C@H](C(=O)OC1C(CC1)(C1CC1)C1=CC=C(C=C1)Cl)C